C(OC1=C(C(=CC=C1)C(C)(C)C)OCC=C)([O-])=O (tert-butyl 2-(allyloxy) phenyl) carbonate